di-neopentyl 3-fluorophthalate FC1=C(C(C(=O)OCC(C)(C)C)=CC=C1)C(=O)OCC(C)(C)C